C(=C)[Si](OC=CC(C)=C)(OC=CC(C)=C)OC=CC(C)=C vinyltris(isoprenoxy)silane